CC1=NC=C(C=N1)NC(O[C@H](C)[C@H](C)OC1=CC2=C(N=C(S2)C2=C3N=CC(=NC3=CC(=C2)C)OCC(F)F)C=C1F)=O (2R,3S)-3-((2-(2-(2,2-difluoroethoxy)-7-methylquinoxalin-5-yl)-5-fluorobenzo[d]thiazol-6-yl)oxy)butan-2-yl (2-methylpyrimidin-5-yl)carbamate